2-hydroxy-4-(5,7-dihydroxy-4-oxo-4H-chromen-2-yl)phenolate OC1=C(C=CC(=C1)C=1OC2=CC(=CC(=C2C(C1)=O)O)O)[O-]